FC(N1N=C(C=C1C)N)F 1-(difluoromethyl)-5-methyl-1H-pyrazol-3-amine